CC1=CC2=C(S1)C1(CC(N(CC1)CC=1C=NNC1)C)OCC2 2,2'-dimethyl-1'-(1H-pyrazol-4-ylmethyl)spiro[4,5-dihydrothieno[2,3-c]pyran-7,4'-piperidine]